(Z)-2-(5-methoxy-2-methyl-1-(4-((trifluoromethyl)thio)benzylidene)-1H-inden-3-yl)acetic acid COC=1C=C2C(=C(/C(/C2=CC1)=C/C1=CC=C(C=C1)SC(F)(F)F)C)CC(=O)O